1-β-hydroxyethoxy-2,4-diaminobenzene dihydrochloride Cl.Cl.OCCOC1=C(C=C(C=C1)N)N